[3-(5-{3-[(Cyclopropylmethyl-amino)-phenanthren-9-yl-methyl]-phenylcarbamoyl}-3-trifluoromethyl-pyrazol-1-yl)-benzyl]-carbamic acid tert-butyl ester C(C)(C)(C)OC(NCC1=CC(=CC=C1)N1N=C(C=C1C(NC1=CC(=CC=C1)C(C=1C2=CC=CC=C2C=2C=CC=CC2C1)NCC1CC1)=O)C(F)(F)F)=O